5-bromo-3-methyl-1-propylpyridin-2(1H)-one BrC=1C=C(C(N(C1)CCC)=O)C